C(C)(C)(C)OC(N=C1N(C(C[C@@](N1)(C)C1=C(C(=CC=C1)N)Cl)=O)C1CCOCC1)=O N-[(4S)-4-(3-amino-2-chlorophenyl)-4-methyl-6-oxo-1-(tetrahydropyran-4-yl)-hexahydropyrimidin-2-ylidene]carbamic acid tert-butyl ester